Tert-Butyl 4-[(1-{2-[2-(benzyloxy)ethoxy]ethyl}-5,6-difluoro-1H-indol-2-yl)carbonyl]piperazine-1-carboxylate C(C1=CC=CC=C1)OCCOCCN1C(=CC2=CC(=C(C=C12)F)F)C(=O)N1CCN(CC1)C(=O)OC(C)(C)C